5-(5-((1s,2s,4r)-rel-2-((tert-butoxycarbonyl)amino)-7-azabicyclo[2.2.1]heptane-7-carbonyl)-4'-cyano-3'-fluoro-[1,1'-biphenyl]-2-yl)-6-fluoro-1-methyl-1H-indole-3-carboxylic acid C(C)(C)(C)OC(=O)N[C@@H]1[C@@H]2CC[C@H](C1)N2C(=O)C=2C=CC(=C(C2)C2=CC(=C(C=C2)C#N)F)C=2C=C1C(=CN(C1=CC2F)C)C(=O)O |o1:8,9,12|